4-[4-[2,2-difluoroethyl-(5,6-difluoro-2-oxo-1H-quinazolin-4-yl)amino]-2-pyridyl]-2,2-dimethyl-but-3-ynenitrile FC(CN(C1=CC(=NC=C1)C#CC(C#N)(C)C)C1=NC(NC2=CC=C(C(=C12)F)F)=O)F